3-(4,4-difluoropiperidin-1-yl)-5-ethynyl-2-methylpyrazine FC1(CCN(CC1)C=1C(=NC=C(N1)C#C)C)F